2-{3-[(3S)-3-(propan-2-yl)piperazin-1-yl]-1,2,4-triazin-6-yl}-5-([1,2,5]thiadiazolo[3,4-b]pyridin-6-yl)phenol CC(C)[C@H]1CN(CCN1)C=1N=NC(=CN1)C1=C(C=C(C=C1)C1=CC=2C(N=C1)=NSN2)O